1-(dimethylamino)ethylphenylboronic acid CN(C(C)C1=C(C=CC=C1)B(O)O)C